C[C@@H]1O[C@H](CC(C1)NCC=1C=C2C=CC(=NC2=CC1)C)C |r| (2SR,6SR)-2,6-dimethyl-N-((2-methylquinoline-6-yl)methyl)tetrahydro-2H-pyran-4-amine